C(C)OC(CC=1OC(=NN1)[C@H](C(C)(C)C)N)=O ethyl{5-[(1S)-1-amino-2,2-dimethylpropyl]-1,3,4-oxadiazol-2-yl}acetate